ClC=1C(=NN(C1)CC(F)(F)F)NC(=O)[C@H]1NC[C@@H](C1)F (2S,4R)-N-(4-chloro-1-(2,2,2-trifluoroethyl)-1H-pyrazol-3-yl)-4-fluoropyrrolidine-2-carboxamide